OCCNC(=O)C=1N=NC=CN1 N-(2-hydroxyethyl)-1,2,4-triazine-3-carboxamide